(piperidin-4-yl)-2,6-dihydropyrido[3,4-d]pyridazine-1,7-dione N1CCC(CC1)N1N=CC=2C(C1=O)=CC(NC2)=O